O=S1(CC(CC1)N1CN(C2=CC=C(C=C2C1=O)C(F)(F)F)C1=C(C=C(C=C1)F)C)=O 3-(1,1-dioxotetrahydrothiophen-3-yl)-1-(4-fluoro-2-methylphenyl)-6-(trifluoromethyl)-2,3-dihydroquinazolin-4(1H)-one